{5-[3-(2,4-dimethylphenyl)-1H-pyrazol-1-yl]Methyl-2-methylbenzyl} carbamate C(N)(OCC1=C(C=CC(=C1)CN1N=C(C=C1)C1=C(C=C(C=C1)C)C)C)=O